FC1=CC(=C(C=C1)C1=CC(=CC=C1)C=1OC2=C(N1)C=C(C=C2C(F)(F)F)N[C@H]2[C@H](CCC2)O)C2=NN=CN2C (1S,2R)-2-((2-(4'-Fluoro-2'-(4-methyl-4H-1,2,4-triazol-3-yl)-[1,1'-biphenyl]-3-yl)-7-(trifluoromethyl)benzo[d]oxazol-5-yl)amino)cyclopentan-1-ol